methoxy-1-(phenylsulfonyl)-1H-indole COC=1N(C2=CC=CC=C2C1)S(=O)(=O)C1=CC=CC=C1